OC1CC2(CN(C2)C(=O)[O-])C1 6-hydroxy-2-azaspiro[3.3]heptane-2-carboxylate